BrC=1C=C(C=NC1)N(C)C 5-bromo-N,N-dimethylpyridine-3-amine